Trans-DecaHydro-Beta-Naphthol C1CC[C@H]2CC(CC[C@@H]2C1)O